ethyl 3-(((2,2-dimethyl-4,6-dioxo-1,3-dioxan-5-ylidene)methyl)amino)-6-ethylpicolinate CC1(OC(C(C(O1)=O)=CNC=1C(=NC(=CC1)CC)C(=O)OCC)=O)C